(S)-(7,8-dichloro-1-methyl-3,4-dihydropyrazino[2,1-a]isoindol-2(1H)-yl)(5-methoxypyrimidin-2-yl)methanone ClC=1C2=CN3C(=C2C=CC1Cl)[C@@H](N(CC3)C(=O)C3=NC=C(C=N3)OC)C